CN([C@@H]1[C@H](C[C@H]2N(C(N[C@H]21)=O)C=2SC1=C(N2)C2=C(C=C1)OCO2)CF)C (3aR,4R,5S,6aR)-4-(dimethylamino)-1-(2H-[1,3]dioxolo[4,5-e][1,3]benzothiazol-7-yl)-5-(fluoromethyl)hexahydrocyclopenta[d]imidazol-2(1H)-one